methyl 2-(bromomethyl)-4-(methoxymethoxy)-3-nitrobenzoate BrCC1=C(C(=O)OC)C=CC(=C1[N+](=O)[O-])OCOC